1-(4-(8-amino-3-((trans)-4-(4-methylpiperazin-1-yl)cyclohexyl)imidazo[1,5-a]pyrazin-1-yl)phenyl)-3-(5-(tert-butyl)isoxazol-3-yl)urea NC=1C=2N(C=CN1)C(=NC2C2=CC=C(C=C2)NC(=O)NC2=NOC(=C2)C(C)(C)C)[C@@H]2CC[C@H](CC2)N2CCN(CC2)C